trans-4-(((8-Methyl-4-oxo-3,4-dihydroquinazolin-2-yl)methyl)thio)cyclohexane-1-carboxamide CC=1C=CC=C2C(NC(=NC12)CS[C@@H]1CC[C@H](CC1)C(=O)N)=O